ClC=1N=C(C2=C(N1)C1=C(O2)C=CC(=C1)Cl)C1=CC=CC=C1 2,8-dichloro-4-phenyl-[1]benzofuro[3,2-d]pyrimidine